5-(5-(morpholin-2-ylmethylamino)-6-(thiazol-2-yl)pyridazin-3-ylamino)pyrazine-2-carbonitrile N1CC(OCC1)CNC=1C=C(N=NC1C=1SC=CN1)NC=1N=CC(=NC1)C#N